FC1=C2C=CN(C2=CC(=C1)OC1=C2CC[C@H](C2=CC=C1[N+](=O)[O-])OP(=O)(N1CC1)N1CC1)C bis(aziridin-1-yl)phosphinic acid (R)-4-((4-fluoro-1-methyl-1H-indol-6-yl) oxy)-5-nitro-2,3-dihydro-1H-inden-1-yl ester